COC(=O)N1C[C@@H](CCC1)N (3R)-3-aminopiperidine-1-carboxylic acid methyl ester